BrC(CC)C1=NNC(C(=C1)C(F)(F)F)=O 3-(1-Bromopropyl)-5-(trifluoromethyl)-1H-pyridazin-6-one